O[C@@H]1C[C@@H]2CC[C@H]3[C@@H]4C(C[C@H]([C@@H](CCCC(C)C)C)[C@]4(CC[C@@H]3[C@]2(CC1)C)C)=O 3β-hydroxy-5α-cholestan-15-one